FC(S(=O)(=O)N=C(OC)[O-])(F)F methyl carbonate (trifluoromethanesulfonyl) imide